[Si](C)(C)(C(C)(C)C)OC12CC(C1)(C2)COC2=NN=C(S2)C2=NC(=CC(=C2C(=O)N)C2=C(C(=NC=C2OC)Cl)F)C (5-((3-((tert-butyldimethylsilyl)oxy)bicyclo(1.1.1)pentan-1-yl)methoxy)-1,3,4-thiadiazol-2-yl)-2'-chloro-3'-fluoro-5'-methoxy-6-methyl-(4,4'-bipyridine)-3-carboxamide